2-[3-(methoxymethyl)-4-(4-methylpiperazin-1-yl)anilino]-4-[[6-(2-oxopyrrolidin-1-yl)-2-pyridyl]amino]pyrimidine-5-carbonitrile COCC=1C=C(NC2=NC=C(C(=N2)NC2=NC(=CC=C2)N2C(CCC2)=O)C#N)C=CC1N1CCN(CC1)C